FC1=C(C(=O)O)C=C(C(=C1F)F)OCOC 2,3,4-Trifluoro-5-(methoxymethoxy)benzoic acid